octahydro-1H-cyclopropa[e]azulene C1C2=C3CCCC3CCCC21